ClC1=CC=CS1 5-Chlorothiophene